OC12CC3(CC(CC(C1)C3)C2)C=C(C(=O)O)C.C(C(=C)C)(=O)OC23CC1(CC(CC(C2)C1)C3)O 3-hydroxyadamantan-1-yl methacrylate (3-Hydroxyadamantan-1-yl methacrylate)